C(CCCCCC=CC=CCC)(=O)[O-] 7,9-dodecadienoate